OC1=C(C=CC=C1)C1=CC(=CC=C1)CN1N=C(C=C1C)C(=O)NC1=CC=C(C=C1)OC(F)(F)F 1-((2'-hydroxy-[1,1'-biphenyl]-3-yl)methyl)-5-methyl-N-(4-(trifluoromethoxy)phenyl)-1H-pyrazole-3-carboxamide